fluoro-2-(trifluoromethyl)biphenyl FC=1C(=C(C=CC1)C1=CC=CC=C1)C(F)(F)F